ClC1=C(C(=CC=C1)F)C1=NOC(=C1CO[C@H]1[C@@H]2CN([C@H](C1)C2)C=2SC1=C(N2)C(=CC(=C1)C(=O)O)OC1CC1)C1CC1 2-((1S,4S,5R)-5-((3-(2-chloro-6-fluorophenyl)-5-cyclopropylisoxazol-4-yl)methoxy)-2-azabicyclo[2.2.1]heptan-2-yl)-4-cyclopropoxybenzo[d]thiazole-6-carboxylic acid